1-methyl-2,3-diketo-4-(1-(4-(trifluoromethoxy)benzyl)piperidin-4-yl)-1,2,3,4-tetrahydropyrido[2,3-b]pyrazine-7-carboxylic acid CN1C2=C(N(C(C1=O)=O)C1CCN(CC1)CC1=CC=C(C=C1)OC(F)(F)F)N=CC(=C2)C(=O)O